O=C(C(=O)OCC)CC(C1=CN=C(O1)OC(C)C)=O Ethyl 2,4-dioxo-4-[2-(propan-2-yloxy)-1,3-oxazol-5-yl]-butanoate